FCC1NCC(C(C1O)O)O 2-(fluoromethyl)piperidine-3,4,5-triol